O[C@]12[C@@H]3CC[C@@H]4C[C@H](CC[C@@]4([C@H]3CC[C@@]2([C@H](CC1)C=1COC(C1)=O)C)C)NC(=O)N1CCN(CCC1)C N-((3S,5R,8R,9S,10S,13R,14S,17R)-14-hydroxy-10,13-dimethyl-17-(5-oxo-2,5-dihydrofuran-3-yl)hexadecahydro-1H-cyclopenta[a]phenanthren-3-yl)-4-methyl-1,4-diazepane-1-carboxamide